NC1=CC=C(C(=C1C(=O)N(C)C)F)C=1C(=C2C(=NC1)NC[C@@]21C[C@H](CC1)CO)Cl 6-Amino-3-((1S,3S)-4'-chloro-3-(hydroxymethyl)-1',2'-dihydrospiro[cyclopentane-1,3'-pyrrolo[2,3-b]pyridin]-5'-yl)-2-fluoro-N,N-dimethylbenzamide